1-(4-chlorophenyl)-3-(3-methoxyphenyl)-4-methylene-3-azabicyclo[3.1.0]hexane-2-one ClC1=CC=C(C=C1)C12C(N(C(C2C1)=C)C1=CC(=CC=C1)OC)=O